CC1([C@H](C1)C(=O)N1CC2(C1)CN(C[C@H]2COCC2=NC=CC(=C2)C2CCOCC2)C(=O)C2=CN=CS2)C ((S)-2-((s)-2,2-dimethylcyclopropane-1-carbonyl)-8-(((4-(tetrahydro-2H-pyran-4-yl)pyridin-2-yl)methoxy)methyl)-2,6-diazaspiro[3.4]octan-6-yl)(thiazol-5-yl)methanone